N-(2-(4-(4-cyclopropylpiperazin-1-yl)piperidin-1-yl)-5-((6-(3-(3-fluoro-5-phenoxyphenyl)isoxazolidin-2-yl)pyrimidin-4-yl)amino)-4-methoxyphenyl)acrylamide C1(CC1)N1CCN(CC1)C1CCN(CC1)C1=C(C=C(C(=C1)OC)NC1=NC=NC(=C1)N1OCCC1C1=CC(=CC(=C1)OC1=CC=CC=C1)F)NC(C=C)=O